(3,4-dichlorophenyl)[4-[4-nitro-3-[(phenylmethyl)amino]phenyl]-1-piperazinyl]methanone ClC=1C=C(C=CC1Cl)C(=O)N1CCN(CC1)C1=CC(=C(C=C1)[N+](=O)[O-])NCC1=CC=CC=C1